NC=1SC2=C(N1)C(=CC=C2F)C2=C(C=C1C(=NC(=NC1=C2F)OCC21CCCN1CCC2)N2CCNC(CC2)=O)Cl 1-(7-(2-amino-7-fluorobenzo[d]thiazol-4-yl)-6-chloro-8-fluoro-2-((tetrahydro-1H-pyrrolizin-7a(5H)-yl)methoxy)quinazolin-4-yl)-1,4-diazepan-5-one